BrC1=CC=C(C=C1)N1N=C(C(=C1)[C@@H]1O[C@H](C(N1CCC1=CC2=CC(N=C2C=C1)=O)=O)C)C1=NC=C(C=C1)Cl (2S,5S)-2-(1-(4-bromophenyl)-3-(5-chloropyridin-2-yl)-1H-pyrazol-4-yl)-5-methyl-3-(2-(2-oxoindol-5-yl)ethyl)oxazolidin-4-one